4-Iodo-1-propyl-1H-pyrazole IC=1C=NN(C1)CCC